tert-butyl 4-((4-((4-((tert-butyldimethylsilyl)oxy)-1,1,1-trifluorobutane-2-yl)amino)-6-chloropyridin-3-yl)ethynyl)piperidine-1-carboxylate [Si](C)(C)(C(C)(C)C)OCCC(C(F)(F)F)NC1=C(C=NC(=C1)Cl)C#CC1CCN(CC1)C(=O)OC(C)(C)C